CC1=C(C(=NO1)C1=CC=CC=C1)C1=C(C=CC=C1)S(=O)(=O)NC(CC)=O N-((2-(5-methyl-3-phenylisoxazol-4-yl)phenyl)sulfonyl)propanamide